3-Tert-butyl-6,7,8,9-tetrahydrodibenzo[b,d]furan-2-ol C(C)(C)(C)C=1C(=CC2=C(OC3=C2CCCC3)C1)O